ClC1=CC=C(C(=N1)C1=NOC(N1)=O)NC(C)C=1C=2C3=C(N(C(C2C=C(C1)C)=O)C)N(N=C3)CCC 3-(6-Chloro-3-((1-(4,7-dimethyl-5-oxo-3-propyl-4,5-dihydro-3H-pyrazolo[3,4-c]isoquinolin-9-yl)ethyl)amino)pyridin-2-yl)-1,2,4-oxadiazol-5(4H)-one